C(C=C)(=O)N1CC(C1)CN1C(C=NC2=CC(=C(C=C12)Cl)C1=CC=CC2=CC=CC(=C12)C)=O 1-((1-acryloylazetidin-3-yl)methyl)-7-chloro-6-(8-methylnaphthalen-1-yl)quinoxalin-2(1H)-one